C(C1=CC=CC=C1)OC1=C(C(=CC(=C1)CCC)OCC1=CC=CC=C1)C1=C2CC(N(C2=CC=C1F)CC)=O 4-(2,6-Bis(benzyloxy)-4-propylphenyl)-1-ethyl-5-fluoroindolin-2-one